2-(hydroxymethyl)-1-methyl-3,4-pyrrolidindiol OCC1N(CC(C1O)O)C